ClC1=C(C=CC=C1C#N)N1C(=NC(=C(C1=O)C)C1=C(C=CC(=C1)C)S(=O)(=O)O)C 1-(2-chloro-3-cyanophenyl)-2,5-dimethyl-6-oxo-1,6-dihydropyrimidin-4-yl-4-methylbenzene-1-sulfonic acid